2-methyl-2-(1-propyn-1-yl)-1,3-dioxolane CC1(OCCO1)C#CC